2-chloro-4-morpholino-6-(pyridin-2-yl)-7-(trifluoromethyl)furo[3,2-d]pyrimidine ClC=1N=C(C2=C(N1)C(=C(O2)C2=NC=CC=C2)C(F)(F)F)N2CCOCC2